ClC=1N=C(SC1C1=CC(=C2C=CC=NC2=C1)C1(CC1)NC(C1=C(C=CC(=C1)OC[C@H]1N(CC1)C)C)=O)C (S)-N-(1-(7-(4-Chloro-2-methylthiazol-5-yl)quinolin-5-yl)cyclopropyl)-2-methyl-5-((1-methylazetidin-2-yl)methoxy)benzamide